Phenyl phosphate P(=O)(OC1=CC=CC=C1)([O-])[O-]